FC1=C(C=CC(=C1F)OC)C1=CN=C2N1C=CN=C2NC2=CC(=C(C(=O)N[C@@H]1CNCC1)C=C2)C (S)-4-((3-(2,3-difluoro-4-methoxyphenyl)imidazo[1,2-a]pyrazin-8-yl)amino)-2-methyl-N-(pyrrolidin-3-yl)benzamide